N[C@H]1CCC2=CC(=CC=C12)N1C(=NC=2C1=NC(=CC2)C2=NN(C=C2)C(F)F)C=2C(=NC=CC2)N (S)-3-(3-(1-amino-2,3-dihydro-1H-inden-5-yl)-5-(1-(difluoromethyl)-1H-pyrazol-3-yl)-3H-imidazo[4,5-b]pyridin-2-yl)pyridin-2-amine